2,4-dimethoxy-1-vinylbenzene COC1=C(C=CC(=C1)OC)C=C